C(COCCC(C(=O)O)CC=1C=C(C=C(C1O)C(C)(C)C)C)OCCC(C(=O)O)CC=1C=C(C=C(C1O)C(C)(C)C)C.ClC=1C=CC(=NC1)N1CCN(CC1)C(=O)NC1=NC=C(C=C1)O 4-(5-chloropyridin-2-yl)-N-(5-hydroxypyridin-2-yl)piperazine-1-carboxamide Ethylenebis(oxyethylene)bis[3-(5-tert-butyl-4-hydroxy-m-tolyl)propionate]